bis[beta-(3,5-di-tert-butyl-4-hydroxy-phenyl)propionyl]hydrazine C(C)(C)(C)C=1C=C(C=C(C1O)C(C)(C)C)CCC(=O)NNC(CCC1=CC(=C(C(=C1)C(C)(C)C)O)C(C)(C)C)=O